7-(3-amino-1-methyl-1H-indazol-5-yl)-[1,2,4]triazolo[1,5-a]pyridin-2-amine NC1=NN(C2=CC=C(C=C12)C1=CC=2N(C=C1)N=C(N2)N)C